5-((4-(ethylsulfonyl)benzyl)carbamoyl)-2-isopropoxybenzoic acid C(C)S(=O)(=O)C1=CC=C(CNC(=O)C=2C=CC(=C(C(=O)O)C2)OC(C)C)C=C1